FC1=CC=C(C=C1)NC1=NS(C2=C1C=CC=C2)(=O)=O 3-((4-fluorophenyl)amino)benzo[d]isothiazole 1,1-dioxide